(3S)-3-((1H-imidazol-1-yl)methyl)-7-((2S,5R)-4-acryloyl-2,5-dimethylpiperazin-1-yl)-9-chloro-10-(2-fluoro-6-hydroxyphenyl)-2H-[1,4]oxazino[2,3,4-ij]quinazolin-5(3H)-one N1(C=NC=C1)C[C@H]1COC=2C(=C(C=C3C(=NC(N1C23)=O)N2[C@H](CN([C@@H](C2)C)C(C=C)=O)C)Cl)C2=C(C=CC=C2O)F